P(=O)(OCC1=CC=CC=C1)(OCC1=CC=CC=C1)OCON1C(C=C(C=C1C1CCCCC1)C)=O dibenzyl (6-cyclohexyl-4-methyl-2-oxopyridin-1(2H)-yloxy)methyl phosphate